1-ethyl-3-hydroxy-6-[7-[1-[4-(trifluoromethoxy)benzoyl]-4-piperidyl]-3H-imidazo[4,5-b]pyridin-2-yl]quinoxalin-2-one C(C)N1C(C(=NC2=CC(=CC=C12)C1=NC=2C(=NC=CC2C2CCN(CC2)C(C2=CC=C(C=C2)OC(F)(F)F)=O)N1)O)=O